[Cl-].CC(CCCCCCC)CCOCC[S+]1CCCC=C1 2-(2-(2-nonanyl)ethoxy)ethyl-tetrahydrothiopyranium chloride